FC1=CC(=CC=2C=COC21)C=2C(=NC(=CN2)COC)N2CCC(CC2)C(=O)O 1-(3-(7-fluorobenzofuran-5-yl)-6-(methoxymethyl)pyrazin-2-yl)piperidine-4-carboxylic acid